NC=1C=CC(=NC1)C(=O)C1(CC1)C1=CC=C(C=C1)Cl (5-Aminopyridin-2-yl)(1-(4-chlorophenyl)cyclopropyl)methanone